(4-chlorothieno[2,3-b]pyridin-6-yl)methanol ClC1=C2C(=NC(=C1)CO)SC=C2